2-[8-[4-(3-azabicyclo[3.2.1]octan-3-yl)-2-(2,2-dimethoxyethoxy)-8-fluoro-pyrido[4,3-d]pyrimidin-7-yl]-6-(methoxymethoxy)-1-naphthyl]ethynyl-triisopropyl-silane C12CN(CC(CC1)C2)C=2C1=C(N=C(N2)OCC(OC)OC)C(=C(N=C1)C=1C=C(C=C2C=CC=C(C12)C#C[Si](C(C)C)(C(C)C)C(C)C)OCOC)F